CC1=CC=2N(C=C1C1CCNCC1)N=CN2 7-Methyl-6-(4-piperidyl)[1,2,4]triazolo[1,5-a]pyridine